C(C1=CC=CC=C1)NC(C(C1=CC(=CC=C1)[N+](=O)[O-])N(C(C=C)=O)C1=CC(=C(C=C1)OC)Cl)=O N-(2-(Benzylamino)-1-(3-nitrophenyl)-2-oxoethyl)-N-(3-chloro-4-methoxy-phenyl)acrylamide